9-oxo-9,10-dihydro-6H-pyrano[3,2-b:4,5-b']dipyridine-8-carboxylic acid O=C1C(=CC2=C(N1)C1=NC=CC=C1OC2)C(=O)O